C(=O)(O)CCNC(=O)C1=CC=C(C=C1)/N=N/C=1C=CC(=C(C(=O)O)C1)O (E)-5-([4-(2-carboxyethylcarbamoyl)phenyl]diazenyl)-2-hydroxybenzoic acid